C(C)(C)(C)OC(NCC(F)(F)C1=C(C(=CC=C1)[C@@H](C)N)F)=O tert-butyl-N-[2-[3-[(1R)-1-aminoethyl]-2-fluoro-phenyl]-2,2-difluoro-ethyl]carbamate